O1CSC=CN=C1 1,3,6-oxathiaazepine